perfluoro-n-butylcyclopentane FC1(C(C(C(C1(F)F)(F)F)(F)F)(F)F)C(C(C(C(F)(F)F)(F)F)(F)F)(F)F